ethyl 2-[2-[tert-butyl (dimethyl) silyl] oxyethyl]-5-methyl-pyrazole-3-carboxylate [Si](C)(C)(C(C)(C)C)OCCN1N=C(C=C1C(=O)OCC)C